Pentane-1,5-diyl bis(12-hydroxyoctadecanoate) OC(CCCCCCCCCCC(=O)OCCCCCOC(CCCCCCCCCCC(CCCCCC)O)=O)CCCCCC